3'-Deoxy-3',4'-didehydrocytidine-5'-phosphate sodium salt [Na+].P(=O)([O-])([O-])OCC1=C[C@H]([C@@H](O1)N1C(=O)N=C(N)C=C1)O.[Na+]